2-(hydroxyimino)propanoic acid ON=C(C(=O)O)C